tert-butyl (2S)-2-(cyanomethyl)-4-[2-[[(2S)-1-methylpyrrolidin-2-yl]methoxy]-5,6,7,8-tetrahydropyrido[3,4-d]pyrimidin-4-yl]piperazine-1-carboxylate C(#N)C[C@@H]1N(CCN(C1)C=1C2=C(N=C(N1)OC[C@H]1N(CCC1)C)CNCC2)C(=O)OC(C)(C)C